(R)-2-((3,3-diphenylallyl)amino)-1-(4-methylpiperazin-1-yl)-2-phenylethan-1-one C1(=CC=CC=C1)C(=CCN[C@@H](C(=O)N1CCN(CC1)C)C1=CC=CC=C1)C1=CC=CC=C1